ClC=1C=2C(=CNC2C2=C(C1)CN(S(N2)(=O)=O)CC2CCN(CC2)C(C)=O)Cl 1-(4-((6,7-dichloro-2,2-dioxido-4,9-dihydro-[1,2,6]thiadiazino[4,3-g]indol-3(1H)-yl)methyl)piperidin-1-yl)ethan-1-one